1-ethyl-3-(4-(trifluoromethyl)phenyl)quinoxaline-2-one C(C)N1C(C(=NC2=CC=CC=C12)C1=CC=C(C=C1)C(F)(F)F)=O